C1(CCCCC1)C1=C(C(=O)C(=O)O)C=CC=C1 2-Cyclohexylbenzoylcarboxylic acid